The molecule is a primary alcohol that is methanol in which one of the hydrogens of the methyl group has been replaced by a tetrahydrofuran-2-yl group. It has a role as a protic solvent. It is a primary alcohol and a member of oxolanes. C1CC(OC1)CO